FC=1C=C(C=NC1C(C)C)N 5-fluoro-6-(propan-2-yl)pyridin-3-amine